(S)-N'-((5-fluoro-2,4-diisopropylpyridin-3-yl)carbamoyl)-4-(2-hydroxypropan-2-yl)thiazole-2-sulfonimidamide FC=1C(=C(C(=NC1)C(C)C)NC(=O)N=[S@@](=O)(N)C=1SC=C(N1)C(C)(C)O)C(C)C